C(C)(C)(C)OC(=O)N1[C@H]([C@H](CC1)N(C=1C2=C(N=C(N1)Cl)C(=C(N=C2)Cl)Cl)C)COC tert-butyl-cis-2-(methoxymethyl)-3-[methyl-(2,7,8-trichloropyrido[4,3-d]pyrimidin-4-yl)amino]pyrrolidine-1-carboxylate